C1(CCCCC1)C(=O)NC1CCC(CC1)NC(=O)C1CCCCC1 N,N'-dicyclohexanecarbonyl-1,4-diaminocyclohexane